acetate Sodium [Na+].C(C)(=O)[O-]